3-(6-(2-chloro-4-fluoro-5-methoxyphenyl)-3-(1,6-naphthyridin-8-yl)-2,4-dioxo-3,4-dihydrothieno[3,2-d]pyrimidin-1(2H)-yl)propanenitrile ClC1=C(C=C(C(=C1)F)OC)C1=CC=2N(C(N(C(C2S1)=O)C=1C=NC=C2C=CC=NC12)=O)CCC#N